methyl-4-fluoro-2-(methoxycarbonyl)pyridine 1-oxide CC=1C(=[N+](C=CC1F)[O-])C(=O)OC